2-(6-(((1R,2R,3S,5S)-2-fluoro-8-azabicyclo[3.2.1]octan-3-yl)(methyl)amino)pyridazin-3-yl)-5-(1H-imidazol-1-yl)phenol F[C@@H]1[C@H]2CC[C@@H](C[C@@H]1N(C1=CC=C(N=N1)C1=C(C=C(C=C1)N1C=NC=C1)O)C)N2